lactosyl-phosphoethanolamine C1([C@H](O)[C@@H](O)[C@H](O[C@H]2[C@H](O)[C@@H](O)[C@@H](O)[C@H](O2)CO)[C@H](O1)CO)C(OP(=O)(O)O)CN